(2S,4R)-1-[(2S)-2-(4-cyclopropyltriazol-1-yl)-3,3-dimethyl-butanoyl]-N-[1-[3-(dimethylsulfamoyl)phenyl]ethyl]-4-hydroxy-pyrrolidine-2-carboxamide C1(CC1)C=1N=NN(C1)[C@H](C(=O)N1[C@@H](C[C@H](C1)O)C(=O)NC(C)C1=CC(=CC=C1)S(N(C)C)(=O)=O)C(C)(C)C